[Cu]=S.[Zn] zinc-copper sulfide